2-(3,4-epoxycyclohexyl)ethyltrimethoxysilane methyl-trans-4-[(4-fluoro-2-nitro-anilino)methyl]cyclohexanecarboxylate COC(=O)[C@@H]1CC[C@H](CC1)CNC1=C(C=C(C=C1)F)[N+](=O)[O-].C1(CC2C(CC1)O2)CC[Si](OC)(OC)OC